NCC1=CC=C(CN2C(=NC=3C(=NC=4C=CC=CC4C32)N)CCCC)C=C1 1-(4-aminomethylbenzyl)-2-butyl-1H-imidazo[4,5-c]quinolin-4-amine